N-[(4-(4-trifluoromethylpyridin-2-yloxy)phenyl)thiocarbamoyl]thiophene-2-carboxamide FC(C1=CC(=NC=C1)OC1=CC=C(C=C1)NC(=S)NC(=O)C=1SC=CC1)(F)F